ethyl (E)-3-(2-(5'-methoxy-2',6-dimethyl-[4,4'-bipyridine]-3-carboxamido)thiazolo[4,5-b]pyrazin-6-yl)acrylate COC=1C(=CC(=NC1)C)C1=C(C=NC(=C1)C)C(=O)NC=1SC=2C(=NC=C(N2)/C=C/C(=O)OCC)N1